FC1=C(C=C(C=C1)NC(C=C)=O)NC1=NC(=NC=C1C1=CC(=CC=C1)C(F)(F)F)NC=1C=NN(C1)C N-(4-fluoro-3-((2-((1-methyl-1H-pyrazol-4-yl)amino)-5-(3-(trifluoromethyl)phenyl)pyrimidin-4-yl)amino)phenyl)acrylamide